[Na].ClC1=NC(=NC(=N1)O)Cl dichlorohydroxy-s-triazine, sodium salt